(S)-alpha-methylbenzylamine C[C@@H](C1=CC=CC=C1)N